4-(6-amino-5-(3-fluoro-4-((4-methylpyrimidin-2-yl)oxy)phenyl)pyrimidin-4-yl)-3,6-dihydropyridine-1(2H)-Carboxylic acid tert-butyl ester C(C)(C)(C)OC(=O)N1CCC(=CC1)C1=NC=NC(=C1C1=CC(=C(C=C1)OC1=NC=CC(=N1)C)F)N